ClC1=CC=C(C=2CCC12)C1=NN(CC1C1=CC=CC=C1)C(=O)NS(=O)(=O)C1=CC=C(C=C1)C(F)(F)F 3-(5-chlorobicyclo[4.2.0]octa-1(6),2,4-triene-2-yl)-4-phenyl-N-((4-(trifluoromethyl)phenyl)sulfonyl)-4,5-dihydro-1H-pyrazole-1-carboxamide